4,4,5,5,4',4',5',5'-Octamethyl-[2,2']bi[[1,3,2]dioxaborolanyl] CC1(OB(OC1(C)C)B1OC(C(O1)(C)C)(C)C)C